4-(4-methoxypyridine-3-sulfonylamino)phenylboronic acid COC1=C(C=NC=C1)S(=O)(=O)NC1=CC=C(C=C1)B(O)O